ClC1=NC(=CC(=C1)C1=C(N=C(S1)NC(=O)N1CCS(CC1)(=O)=N)C1=CC(=CC=C1)C#N)C N-[5-(2-chloro-6-methyl-4-pyridyl)-4-(3-cyanophenyl)thiazol-2-yl]-1-imino-1-oxo-1,4-thiazinane-4-carboxamide